P(=O)(OC1=CC=C(C=C1)C(C)(C)C)(OC1=CC=C(C=C1)C(C)(C)C)OC1=CC=CC=C1 di(4-tertiary butyl phenyl) phenyl phosphate